COC=1C=C(C=CC1N1CCN(CC1)C)NC=1N=CC2=C(N1)C1(C(N(C2)C=2C=C(C=CC2C)NC(C2=CC(=CC=C2)C(F)(F)F)=O)=O)CC1 N-(3-(2'-((3-methoxy-4-(4-methylpiperazin-1-yl)phenyl)amino)-7'-oxo-5'H-spiro[cyclopropane-1,8'-pyrido[4,3-d]pyrimidine]-6'(7'H)-yl)-4-methylphenyl)-3-(trifluoromethyl)benzamide